1-(1H-imidazol-4-yl)4-penten-1-one N1C=NC(=C1)C(CCC=C)=O